BrC=1C(=C2C=NNC2=CC1C)Cl 5-bromo-4-chloro-6-methyl-1H-indazole